(S)-1-(4-(2-(4-chlorophenyl)but-3-yn-2-yl)thiazol-2-yl)-3-(3-hydroxy-3-methylbutyl)urea ClC1=CC=C(C=C1)[C@](C)(C#C)C=1N=C(SC1)NC(=O)NCCC(C)(C)O